O=C1NC(CCC1N1C(N(C2=C1C=CC=C2CCCOCCOCCN2CCN(CC2)C(=O)OC(C)(C)C)C)=O)=O tert-butyl 4-[2-(2-[3-[1-(2,6-dioxopiperidin-3-yl)-3-methyl-2-oxo-1,3-benzodiazol-4-yl]propoxy]ethoxy) ethyl]piperazine-1-carboxylate